N[C@H](C(=O)NC1=CC=C(C=C1)C=1N(C=NC1)C)[C@H]1CCC2=CC=C(C=C12)Br (2S)-2-amino-2-[(1S)-6-bromoindan-1-yl]-N-[4-(3-methylimidazol-4-yl)phenyl]-acetamide